(3aS,7aR)-7a-methyloctahydro-5H-inden-5-one C[C@]12CCC(C[C@@H]2CCC1)=O